COC(=O)C1=C(C(=C2C(=N1)CCC2)C)C#N 2-methoxycarbonyl-4-methyl-6,7-dihydro-5H-cyclopenta[b]pyridine-3-carbonitrile